2-((methylthio)methyl)-2-butenal CSCC(C=O)=CC